((2R,5S)-5-(4-fluorophenyl)-2-methylpiperazin-1-yl)(1-(trifluoromethyl)cyclopropyl)methanone FC1=CC=C(C=C1)[C@@H]1NC[C@H](N(C1)C(=O)C1(CC1)C(F)(F)F)C